(E)-2-[6-(p-bromophenoxy)nicotinoylamino]-5,5-dimethyl-3-hexenoic acid BrC1=CC=C(OC2=NC=C(C(=O)NC(C(=O)O)\C=C\C(C)(C)C)C=C2)C=C1